NC1=C(C=C(C=C1)C1=CC=2C(C3=CC(=CC=C3C2C=C1)C1=CC(=C(C=C1)N)C(F)(F)F)=O)C(F)(F)F C2,7-bis(4-amino-3-trifluoromethylphenyl)-9-fluorenone